BrC=1C2=CN(N=C2C(=C(C1)F)C(=O)NC=1C=C(C=2N(C1)C=C(N2)C)F)C 4-bromo-6-fluoro-N-{8-fluoro-2-methylimidazo[1,2-a]pyridin-6-yl}-2-methylindazole-7-carboxamide